C1(CCCC1)[C@@H](C(=O)N[C@@H](CC1=CC=CC=C1)C[C@@H]([C@H](CC1=CC=CC=C1)NC(COC1=C(C=CC=C1C)C)=O)O)N1C(NCCC1)=O (S)-2-cyclopentyl-N-((2S,4S,5S)-5-(2-(2,6-dimethylphenoxy)acetamido)-4-hydroxy-1,6-diphenylhexan-2-yl)-2-(2-oxotetrahydropyrimidin-1(2H)-yl)acetamide